CN1C(=NC2=C1C=C(C(=C2)C=2C=1N(C=CN2)C(=CC1)C(=O)C1=CC(=C(C(=C1)F)NC(\C=C\CNC1CCC(CC1)OC)=O)F)C(F)(F)F)C (E)-N-(4-(1-(1,2-dimethyl-6-(trifluoromethyl)-1H-benzo[d]imidazol-5-yl)pyrrolo[1,2-a]pyrazine-6-carbonyl)-2,6-difluorophenyl)-4-(((1r,4r)-4-methoxycyclohexyl)amino)but-2-enamide